C(C)N(CC)C=1C(OC2=CC=CC=C2C1)=O (diethylamino)-2H-chromen-2-one